N6-methoxy-2-[(2-pyridinyl)ethynyl]adenosine CONC=1C=2N=CN([C@H]3[C@H](O)[C@H](O)[C@@H](CO)O3)C2N=C(N1)C#CC1=NC=CC=C1